C1(CC1)SC1=C2C(C(=NN(C2=CC=C1)C1=CC=C(C=C1)OC(F)(F)F)C(=O)O)=O 5-Cyclopropylsulfanyl-4-oxo-1-[4-(trifluoromethoxy)phenyl]cinnoline-3-carboxylic acid